O1NOC2=C1C=CC(=C2)C2=NNC=1C2=NC=C(C1)N1CCC(CC1)(N)C 1-(3-(benzo[d][1,3]dioxazol-5-yl)-1H-pyrazolo[4,3-b]pyridin-6-yl)-4-methylpiperidin-4-amine